C1(=CC=CC=C1)[O-].C1(=CC=CC=C1)[O-].C1(=CC=CC=C1)[O-].[K+].[K+].[K+] potassium triphenolate